tert-butyl 5-nitroisoindoline-2-carboxylate [N+](=O)([O-])C=1C=C2CN(CC2=CC1)C(=O)OC(C)(C)C